2,6-di-tert-butyl-4-methylphenylnonylphenyl-pentaerythritol diphosphite OP(O)OP(O)O.C(C)(C)(C)C1=C(C(=CC(=C1)C)C(C)(C)C)CCCCCCCCCC(O)(C(CO)(CO)CO)C1=CC=CC=C1